C[C@@H](C(NCC1=CC=CC2=CC=CC=C12)=O)NC([C@H](CC(NOC(C)(C)C)=O)NC(OC(C)(C)C)=O)=O tert-butyl ((4S,7S)-4,12,12-trimethyl-1-(naphthalen-1-yl)-3,6,9-trioxo-11-oxa-2,5,10-triazatridecan-7-yl)carbamate